6-propoxymethoxy-1,3-dimethylhexylmagnesium iodide C(CC)OCOCCCC(CC(C)[Mg]I)C